6,7-dimethylnaphthalene-1,4-dione CC=1C=C2C(C=CC(C2=CC1C)=O)=O